N=1N=C(N2C1COCC2)C2=CC=CC(=N2)N2CC=1C(=NC(=CC1C2=O)N(C)C(C)C)CNC 2-(6-(5,6-dihydro-8H-[1,2,4]triazolo[3,4-c][1,4]oxazin-3-yl)pyridin-2-yl)-6-(isopropyl(methyl)amino)-4-((methylamino)methyl)-2,3-dihydro-1H-pyrrolo[3,4-c]pyridin-1-one